CN(CCCOC(=O)OC(CCOC(C=C(CCCCCCCC)CCCCCCCC)=O)CCCCCCCCCCCC)C 3-(((3-(dimethylamino)propoxy)carbonyl)oxy)pentadecyl-3-octylundec-2-enoate